4-(4-amino-1-methyl-2-(2-methyl-4-nitrophenyl)-1H-pyrrolo[3,2-c]pyridin-3-yl)-N-isobutyl-2-methoxybenzamide NC1=NC=CC2=C1C(=C(N2C)C2=C(C=C(C=C2)[N+](=O)[O-])C)C2=CC(=C(C(=O)NCC(C)C)C=C2)OC